C(CCCCCCCCCCCC=CCCCCCC)(=O)OCCCCCCCCCCCCCCCCCCC nonadecyl eicos-13-enoate